C(C1=CC=CC=C1)N1N=C(N=N1)Br 2-benzyl-5-bromo-2H-tetrazole